FC1(CN(CCC1)CC[C@@H](C(=O)O)N(C)C(=O)OCC1C2=CC=CC=C2C=2C=CC=CC12)F (2S)-4-(3,3-difluoropiperidin-1-yl)-2-[9H-fluoren-9-ylmethoxycarbonyl(methyl)amino]butanoic acid